3-((4-(N-cyclopropylsulfamoyl)phenyl)sulfonamido)-N-(pyrazin-2-yl)benzamide C1(CC1)NS(=O)(=O)C1=CC=C(C=C1)S(=O)(=O)NC=1C=C(C(=O)NC2=NC=CN=C2)C=CC1